C(C1=CC=CC=C1)C=1NC(=NN1)C(=O)N[C@H]1C(N(C=2N(CC1)N=C(C2)[C@@H]2C(C2)(F)F)C)=O |r| 5-Benzyl-N-[rac-(6R)-4-methyl-5-oxo-2-[rac-(1R)-2,2-difluorocyclopropyl]-7,8-dihydro-6H-pyrazolo[1,5-a][1,3]diazepin-6-yl]-4H-1,2,4-triazol-3-carboxamid